ClC1=CC=C(C=C1)/C=C/C(=O)N[C@H](C(=O)NC(C[C@H]1C(NCC1)=O)C(C(=O)NC1CC1)=O)CC(C)(C)C (2S)-2-((E)-3-(4-Chlorophenyl)acrylamido)-N-(4-(cyclopropylamino)-3,4-dioxo-1-((S)-2-oxopyrrolidin-3-yl)butan-2-yl)-4,4-dimethylpentanamid